(1aR,5aR)-2-Pyridin-2-yl-1a,2,5,5a-tetrahydro-1H-2,3-diaza-cyclopropa[a]pentalene-4-carboxylic acid (1-pyridin-2-yl-cyclopropyl)-amide N1=C(C=CC=C1)C1(CC1)NC(=O)C=1C=2C[C@@H]3[C@H](C2N(N1)C1=NC=CC=C1)C3